ClC=1C(=NC(=NC1)N1CC(C1)C)NC1=CC=2C3=C(C(N(C2C=C1)C)=O)OCC([C@@H](N3)C3CC3)(F)F (S)-10-((5-Chloro-2-(3-methylazetidin-1-yl)pyrimidin-4-yl)amino)-2-cyclopropyl-3,3-difluoro-7-methyl-1,2,3,4-tetrahydro-[1,4]oxazepino[2,3-c]chinolin-6(7H)-on